2-(hydroxymethyl)-2-phenyl-3,4-dihydroquinoline OCC1(NC2=CC=CC=C2CC1)C1=CC=CC=C1